6-chloro-2-iodonicotinonitrile ClC1=NC(=C(C#N)C=C1)I